(4-Cyclohexylphenyl)boronic acid C1(CCCCC1)C1=CC=C(C=C1)B(O)O